ClC1=CC=C(C=N1)N1C(NC=2C1=NC=CC2)=O 3-(6-chloro-3-pyridyl)-1H-imidazo[4,5-b]pyridin-2-one